N-[2-(p-methoxybenzylsulfonyloxy)phenyl]-N'-[4-(p-methoxybenzyl-sulfonyloxy)phenyl]urea COC1=CC=C(CS(=O)(=O)OC2=C(C=CC=C2)NC(=O)NC2=CC=C(C=C2)OS(=O)(=O)CC2=CC=C(C=C2)OC)C=C1